methyl 2-((3,4-dimethoxystyryl)oxy)propanoate COC=1C=C(C=COC(C(=O)OC)C)C=CC1OC